ClC1=CC=C(C=N1)C1N(CCC1)C(=O)OC(C)(C)C tert-butyl 2-(6-chloropyridin-3-yl)pyrrolidine-1-carboxylate